(7R,14R)-1-(difluoromethoxy)-11-[2-methyl-4-(methylsulfanyl)phenyl]-6,7-dihydro-7,14-methanobenzimidazo[1,2-b][2,5]benzodiazocin-5(14H)-one FC(OC1=CC=CC=2C(N[C@H]3C=4N([C@@H](C21)C3)C3=C(N4)C=CC(=C3)C3=C(C=C(C=C3)SC)C)=O)F